benzyl (6S,8R)-1,3-dichloro-8-methyl-4-oxo-4,6,7,8-tetrahydropyrrolo[1,2-a]pyrazine-6-carboxylate ClC1=C2N(C(C(=N1)Cl)=O)[C@@H](C[C@H]2C)C(=O)OCC2=CC=CC=C2